(R)-1-(7-(8-ethynyl-7-fluoronaphthalen-1-yl)-8-fluoro-2-((hexahydro-1H-Pyrrolizin-7a-yl)methoxy)pyrido[4,3-d]pyrimidin-4-yl)-3-methylpiperidin-3-ol C(#C)C=1C(=CC=C2C=CC=C(C12)C1=C(C=2N=C(N=C(C2C=N1)N1C[C@@](CCC1)(O)C)OCC12CCCN2CCC1)F)F